C1(=CC=CC=C1)C#CC(=O)OC(C#CC1=CC=CC=C1)=O 3-phenylpropynic anhydride